ethylidenenorcamphene C(C)=C1C2C=CC(C1)C2